BrC=1C=C(C=CC1)N1C(=NC2=C1C=CC=C2)C=2SC=CC2 1-(3-bromophenyl)-2-(2-thienyl)-1H-benzimidazole